(3R)-2-hydroxy-3-(2-(3-methyl-2-oxohexahydropyrimidine-1-carboxamido)-2-(4-phosphonophenyl)acetamido)-3,4-dihydro-2H-benzo[e][1,2]oxaborinine-8-carboxylic acid OB1OC2=C(C[C@@H]1NC(C(C1=CC=C(C=C1)P(=O)(O)O)NC(=O)N1C(N(CCC1)C)=O)=O)C=CC=C2C(=O)O